C(C)(C)(C)OC(=O)N1C[C@@H]2N(C3=C(OC2)C=C(C(=C3)F)C(=O)O)CC1 (S)-3-(tert-butoxycarbonyl)-9-fluoro-1,2,3,4,4a,5-hexahydrobenzo[b]pyrazino[1,2-d][1,4]oxazine-8-carboxylic acid